C(C)OC(=O)C=1N(C=CC1Cl)NC(=O)OC 3-chloro-1-((methoxycarbonyl)amino)-1H-pyrrole-2-carboxylic acid ethyl ester